7,7-dimethyl-5,12b-dihydro-1H,7H-chromeno[4,3-c][1,2,4]triazolo[1,2-a]pyridazin-1,3(2H)-dione CC1(OC=2C=CC=CC2C2N3N(CC=C21)C(NC3=O)=O)C